5-(1-(piperazin-1-ylmethyl)-5-(trifluoromethyl)-3-azabicyclo[3.1.0]hex-3-yl)quinoline-8-carbonitrile N1(CCNCC1)CC12CN(CC2(C1)C(F)(F)F)C1=C2C=CC=NC2=C(C=C1)C#N